N-(2,3-difluorophenyl)-6-(7,8-dimethyl-[1,2,4]triazolo[4,3-b]pyridazin-6-yl)-7,8-dihydro-5H-1,6-naphthyridin-3-amine FC1=C(C=CC=C1F)NC=1C=NC=2CCN(CC2C1)C=1C(=C(C=2N(N1)C=NN2)C)C